NC1=C(SC2=NC(=CN=C21)C)C(=O)N[C@@H]2CC1=CC(=C(C=C1CC2)N2CCNCC2)F (S)-7-amino-N-(7-fluoro-6-(piperazin-1-yl)-1,2,3,4-tetrahydronaphthalen-2-yl)-3-methylthieno[2,3-b]pyrazine-6-carboxamide